2,2,2-trifluoro-N-(2-(1-trityl-1H-imidazol-4-yl)ethyl)acetamide FC(C(=O)NCCC=1N=CN(C1)C(C1=CC=CC=C1)(C1=CC=CC=C1)C1=CC=CC=C1)(F)F